[2-(6,7-Dihydro-5H-pyrrolo[1,2-c]imidazol-1-yl)-2-(4-fluoro-6-iodo-1-oxo-isoindolin-2-yl)acetyl]oxylithium C1(=C2N(C=N1)CCC2)C(C(=O)O[Li])N2C(C1=CC(=CC(=C1C2)F)I)=O